ClC=1N=C(C=2OC[C@H](N(C2N1)C(=O)OC(C)(C)C)CC)Cl tert-butyl (R)-2,4-dichloro-7-ethyl-6,7-dihydro-8H-pyrimido[5,4-b][1,4]oxazine-8-carboxylate